C(N)(=O)[C@@H]1CN(CCC1)C=1N(C(C(=C(N1)C(=O)NC=1C=NOC1)O)=O)C (S)-2-(3-carbamoylpiperidin-1-yl)-5-hydroxy-N-(isoxazol-4-yl)-1-methyl-6-oxo-1,6-dihydropyrimidine-4-carboxamide